1-[(2S)-oxetan-2-ylmethyl]-1H-benzimidazole-6-carboxylic acid O1[C@@H](CC1)CN1C=NC2=C1C=C(C=C2)C(=O)O